(+)-4-Methyl-N-(2-(phenyl(2,3,4,9-tetrahydro-1H-carbazol-7-yl)methyl)benzofuran-3-yl)benzenesulfonamide CC1=CC=C(C=C1)S(=O)(=O)NC1=C(OC2=C1C=CC=C2)C(C2=CC=C1C=3CCCCC3NC1=C2)C2=CC=CC=C2